C1(CC1)C1=NC(=CC(=C1)C1=C(C=C(C#N)C=C1)C1=NN=CN1C)N1C(C2=CC(=CC=C2C1)CN[C@H](C)C1COC1)=O (R)-4-(2-Cyclopropyl-6-(6-(((1-(oxetan-3-yl)ethyl)amino)methyl)-1-oxoisoindolin-2-yl)pyridin-4-yl)-3-(4-methyl-4H-1,2,4-triazol-3-yl)benzonitrile